(E)-3,7-Dimethyl-2,6-octadienoic acid C\C(=C/C(=O)O)\CCC=C(C)C